COC1=CC=C(C=N1)C1=NC=CC(=N1)N 2-(6-Methoxypyridin-3-yl)pyrimidin-4-amine